phenanthrene-7-yl benzoate C(C1=CC=CC=C1)(=O)OC1=CC=C2C=3C=CC=CC3C=CC2=C1